C[Si](C)(C)N([Si](C)(C)C)[Mg] bis(trimethylsilyl)aminomagnesium